6-(methylamino)-hexanoate CNCCCCCC(=O)[O-]